2-(methyl-sulfanyl)phenol CSC1=C(C=CC=C1)O